FC1=CC=C(C=C1)[C@@H]1N(C[C@H](N(C1)C(=O)OC(C)(C)C)C)C(C(NC=1C2=C(C=NC1)C=NN2COCC[Si](C)(C)C)=O)=O tert-Butyl (2R,5S)-5-(4-fluorophenyl)-2-methyl-4-[2-oxo-2-[[1-(2-trimethylsilylethoxymethyl)pyrazolo[4,3-c]pyridin-7-yl]amino] acetyl]piperazine-1-carboxylate